2-(2,6-dioxopiperidin-3-yl)-N-{1-methylpyrrolo[2,3-b]pyridin-5-yl}-1-oxo-3H-isoindole-5-carboxamide O=C1NC(CCC1N1C(C2=CC=C(C=C2C1)C(=O)NC=1C=C2C(=NC1)N(C=C2)C)=O)=O